ClN1CSC=C1C 3-chloro-4-methylthiazole